2-(3-Methyl-5-(5-(trifluoromethyl)pyridin-2-yl)morpholinyl)-2-oxoacetic acid methyl ester COC(C(=O)N1C(COCC1C1=NC=C(C=C1)C(F)(F)F)C)=O